CN(C)CCC1=CC=C(C=C1)O p-dimethylaminoethyl-phenol